BrCC(=O)NC=1N=NC(=C(C1)C)C1=C(C=C(C=C1)C(F)(F)F)O 2-bromo-N-(6-(2-hydroxy-4-trifluoromethylphenyl)-5-methylpyridazin-3-yl)acetamide